(2-(2,6-dioxopiperidin-3-yl)-3-oxoisoindolin-5-yl)methyl (5-bromo-2-fluoro-4-methyl phenyl)carbamate BrC=1C(=CC(=C(C1)NC(OCC=1C=C2C(N(CC2=CC1)C1C(NC(CC1)=O)=O)=O)=O)F)C